ClC1=CC2=C(N=C(O2)OC2=CC=C(OC(C(=O)O)C)C=C2)C=C1 2-(4-((6-chlorobenzo[d]oxazol-2-yl)oxy)phenoxy)propionic acid